O=C1C2=CC=CC=C2C(C=2C=CC(=CC12)C(SC1CCCCC1)=O)=O S-cyclohexyl 9,10-dioxo-9,10-dihydroanthracene-2-carbothioate